C(C)OC(=O)C1=CN(C2=CC(=C(C=C2C1=O)F)Cl)CC 7-chloro-1-ethyl-6-fluoro-1,4-dihydro-4-oxoquinoline-3-carboxylic acid ethyl ester